[6-(2-chloro-5-fluorophenyl)-3-(2H-pyrazol-3-yl)-2-methyl-8-oxo-7,8-dihydro-6H-pyrrolo[4,3-g]indazol-5-yl]-5-fluoro-3-(trifluoromethyl)benzamide ClC1=C(C=C(C=C1)F)C1NC(C2=C1C(=CC1=C(N(N=C21)C)C=2NN=CC2)C2=C(C(=O)N)C=C(C=C2C(F)(F)F)F)=O